OC1=C(C(=O)CC(C2=C(C(=C(C=C2)O)O)O)=O)C=CC(=C1O)O bis(2,3,4-trihydroxybenzoyl)methane